C1(=CC=CC=C1)NC(C(=C)CCC1=CC=CC=C1)=O N-phenylphenylethyl-acrylamide